BrC1=CC=C2C(N(C(C2=C1)(C)C)C(=O)OC(C)(C)C)=O tert-butyl 6-bromo-1,1-dimethyl-3-oxoisoindoline-2-carboxylate